C/C(/C(=O)N)=C\C=1SC=C(C1)C1=CC(=C(C=C1)C#N)Cl (E)-2-methyl-3-(4-(3-chloro-4-cyanophenyl)thiophen-2-yl)acrylamide